ethyl 2,6,7-trichloroquinoline-3-carboxylate ClC1=NC2=CC(=C(C=C2C=C1C(=O)OCC)Cl)Cl